N1=CC=CC=2CN(CCC12)C1=C(C=C(C=N1)C(=O)NCC1=CC(=NC=C1)C)C 6-(7,8-dihydro-5H-1,6-naphthyridin-6-yl)-5-methyl-N-[(2-methyl-4-pyridyl)methyl]pyridine-3-carboxamide